FC(C(C(F)(F)F)OC(=O)N1CCC2(C[C@H]2C(NC(=O)C2CCOCC2)=O)CC1)(F)F.COC(CN(C(CCC(=O)N)=O)CC(OC)OC)OC |o1:15| N,N-bis(2,2-dimethoxyethyl)butanediamide 1,1,1,3,3,3-hexafluoropropan-2-yl-(R or S)-1-((tetrahydro-2H-pyran-4-carbonyl)carbamoyl)-6-azaspiro[2.5]octane-6-carboxylate